2-(2,6-dioxopiperidin-3-yl)-5-(4-((1-(2-(4-(1,2-diphenylbut-1-en-1-yl)phenoxy)ethyl)piperidin-4-yl)methyl)-2,6-dimethylpiperazin-1-yl)-6-fluoroisoindoline-1,3-dione O=C1NC(CCC1N1C(C2=CC(=C(C=C2C1=O)N1C(CN(CC1C)CC1CCN(CC1)CCOC1=CC=C(C=C1)C(=C(CC)C1=CC=CC=C1)C1=CC=CC=C1)C)F)=O)=O